(2R,4R)-6-chloro-N-{3-[4-(2-cyclopropylpyrimidin-5-yl)-1H-pyrazol-1-yl]bicyclo[1.1.1]pentan-1-yl}-4-hydroxy-3,4-dihydro-2H-1-benzopyran-2-carboxamide ClC=1C=CC2=C([C@@H](C[C@@H](O2)C(=O)NC23CC(C2)(C3)N3N=CC(=C3)C=3C=NC(=NC3)C3CC3)O)C1